tert-butyl 4-((6-chloro-2-oxo-2,3-dihydro-1H-benzo[d]imidazol-1-yl)methyl)benzylcarbamate ClC=1C=CC2=C(N(C(N2)=O)CC2=CC=C(CNC(OC(C)(C)C)=O)C=C2)C1